(R)-6-chloro-3-((1-(2-cyano-3-(4-cyano-4-methylpiperidin-1-yl)-7-methylquinoxalin-5-yl)ethyl)amino)picolinic acid ClC1=CC=C(C(=N1)C(=O)O)N[C@H](C)C1=C2N=C(C(=NC2=CC(=C1)C)C#N)N1CCC(CC1)(C)C#N